C(=O)C1=C(C=NC(=C1)OC)OCC=1C=NC=C(C#N)C1 5-((4-formyl-6-methoxypyridin-3-yloxy)methyl)nicotinonitrile